COCCOC=1C=C2C(=NN(C2=CC1)C1OCCCC1)B1OC(C(O1)(C)C)(C)C 5-(2-methoxyethoxy)-1-tetrahydropyran-2-yl-3-(4,4,5,5-tetramethyl-1,3,2-dioxaborolane-2-yl)indazole